3-[(6-Methyl-pyridin-3-yl)oxy]aniline CC1=CC=C(C=N1)OC=1C=C(N)C=CC1